4-(3-((1r,3R,5S,7r)-3,5-dimethyladamantan-1-yl)ureido)-3-fluorobenzoic acid C[C@]12CC3(CC(C[C@@](C1)(C3)C)C2)NC(NC2=C(C=C(C(=O)O)C=C2)F)=O